trans-10-hexadecenal C(CCCCCCCC\C=C\CCCCC)=O